1-Decyl-2-Methylpyrrolium methansulfonat CS(=O)(=O)[O-].C(CCCCCCCCC)[NH+]1C(=CC=C1)C